BrCCCCCC(CO)(C)C 7-bromo-2,2-dimethylheptan-1-ol